C12C(C(CC(C1(C)C)C2)=O)C 3-pinanone